O1CCN(CCC1)C(=O)C1=CC=C(C=C1)NC(=O)C=1C=NC2=CC=C(C=C2C1)NC(OC(C)(C)C)=O tert-butyl (3-((4-(1,4-oxazepane-4-carbonyl)phenyl)carbamoyl)quinolin-6-yl)carbamate